3-tert-Butyl-5-ethyl-4-hydroxy-1-isopropyl-pyrazol C(C)(C)(C)C1=NN(C(=C1O)CC)C(C)C